N,N-dimethylanilinium tetrakis(heptafluoronaphthalen-yl)borate FC=1C(=C(C(=C2C(=C(C(=C(C12)[B-](C1=C(C(=C(C2=C(C(=C(C(=C12)F)F)F)F)F)F)F)(C1=C(C(=C(C2=C(C(=C(C(=C12)F)F)F)F)F)F)F)C1=C(C(=C(C2=C(C(=C(C(=C12)F)F)F)F)F)F)F)F)F)F)F)F)F.C[NH+](C1=CC=CC=C1)C